N1CC(C1)OC1CCN(CC1)CC1CCN(CC1)C=1C=C2C(N(C(C2=CC1)=O)C1C(NC(CC1)=O)=O)=O 5-[4-[[4-(azetidin-3-yloxy)-1-piperidyl]methyl]-1-piperidyl]-2-(2,6-dioxo-3-piperidyl)isoindoline-1,3-dione